Cl.FC=1C=C(CN2C(N(C(C23CCNCC3)=O)C3=CC(=NC=C3)C(F)(F)F)=O)C=C(C1)F 1-(3,5-difluorobenzyl)-3-(2-(trifluoromethyl)pyridin-4-yl)-1,3,8-triazaspiro[4.5]decane-2,4-dione hydrochloride